tert-butyl (3S,5S,6R)-3-[(6-fluoro-1-hydroxy-3H-2,1-benzoxaborol-4-yl)methyl]-2-oxo-5,6-diphenylmorpholine-4-carboxylate FC1=CC2=C(COB2O)C(=C1)C[C@@H]1N([C@H]([C@H](OC1=O)C1=CC=CC=C1)C1=CC=CC=C1)C(=O)OC(C)(C)C